glutaric acid, calcium salt [Ca+2].C(CCCC(=O)[O-])(=O)[O-]